1-(4-(methoxymethyl)benzyl)-1H-indole-2-carbaldehyde COCC1=CC=C(CN2C(=CC3=CC=CC=C23)C=O)C=C1